3-fluoro-1-(tetrahydro-2H-pyran-2-yl)-1H-indazol FC1=NN(C2=CC=CC=C12)C1OCCCC1